1'-((trimethyl)methyl)-2H-spiro[benzofuran-3,4'-piperidine] CC(N1CCC2(CC1)COC1=C2C=CC=C1)(C)C